N1-(4-(benzo[d]thiophene-6-yl)pyrimidin-2-yl)-N4-(2-(dimethylamino)ethyl)-2-methoxy-N4-methyl-5-nitrobenzene-1,4-diamine S1C=CC2=C1C=C(C=C2)C2=NC(=NC=C2)NC2=C(C=C(C(=C2)[N+](=O)[O-])N(C)CCN(C)C)OC